COC1=C(OC2=CC(=CC(=C2C1=O)O)O[C@H]3[C@@H]([C@H]([C@@H]([C@H](O3)CO[C@H]4[C@@H]([C@H]([C@@H](O4)CO)O)O)O)O)O)C5=CC=C(C=C5)O The molecule is a glycosyloxyflavone that is 4',5,7-trihydroxy-3-methoxyflavone attached to a 6-O-alpha-L-arabinofuranosyl-beta-D-glucopyranosyl residue at position 7 via a glycosidic linkage. It is isolated from the whole plant of Lepisorus contortus. It has a role as a metabolite. It is a disaccharide derivative, a glycosyloxyflavone, a dihydroxyflavone and a monomethoxyflavone.